C1(CC1)C([C@@H](C=1OC2=C(N1)C=C(C=C2)CN2C(N[C@@H](C2)C(F)(F)F)=O)NC(=O)C2=CC=NN2CC[C@@H](C(F)(F)F)O)C2CC2 N-((S)-2,2-dicyclopropyl-1-(5-(((S)-2-oxo-4-(trifluoromethyl)imidazolidin-1-yl)methyl)benzo[d]oxazol-2-yl)ethyl)-1-((S)-4,4,4-trifluoro-3-hydroxybutyl)-1H-pyrazole-5-carboxamide